C(C)(C)(C)N1N=C(C=C1N)C(C)(C)C 1,3-di-tert-butyl-1H-pyrazol-5-amine